(S)-N-(2-Chloro-6-fluorophenyl)-4-(3-ethyl-3-(2-methoxyethyl)ureido)-5-fluoro-2-((1,1,1-trifluoropropan-2-yl)oxy)benzamide ClC1=C(C(=CC=C1)F)NC(C1=C(C=C(C(=C1)F)NC(=O)N(CCOC)CC)O[C@H](C(F)(F)F)C)=O